FC(C1=NN=C(O1)C=1C=CC(=NC1)CN1C(N(C2=C1C=C(C=C2)C(F)(F)F)C2CCNCC2)=O)F 3-((5-(5-(Difluoromethyl)-1,3,4-oxadiazol-2-yl)pyridin-2-yl)methyl)-1-(piperidin-4-yl)-5-(trifluoromethyl)-1,3-dihydro-2H-benzo[d]imidazol-2-one